Rac-(R)-3-(3-(6-bromo-4-methylpyridin-2-yl)isoxazol-5-yl)-3-hydroxy-1-methylpyrrolidin-2-one BrC1=CC(=CC(=N1)C1=NOC(=C1)[C@]1(C(N(CC1)C)=O)O)C |r|